N1CCC(CC1)CSC1=NC=2C=CC=CC2C=2N1N=C(C2)CNC(C2=C(C=CC=C2)OC(F)(F)F)=O N-((5-((piperidin-4-ylmethyl)thio)pyrazolo[1,5-c]quinazolin-2-yl)methyl)-2-(trifluoromethoxy)benzamide